OC1=C(C=CC=C1O)C=1NC=C(N1)C 2-(2,3-dihydroxyphenyl)-4(s)-methylimidazole